N1C(=NC2=C1C=CC=C2)C2=CC(=NN2)NC(C2=CC(=C(C=C2)OCCO)C#N)=O N-[5-(1H-benzimidazol-2-yl)-1H-pyrazol-3-yl]-3-cyano-4-(2-hydroxy-ethoxy)benzamide